6-(6-(1,1-difluoroethyl)picolinamido)-2-(1,4-dioxan-2-yl)imidazo[1,2-a]pyridine-7-carboxylic Acid FC(C)(F)C1=CC=CC(=N1)C(=O)NC=1C(=CC=2N(C1)C=C(N2)C2OCCOC2)C(=O)O